FC=1C(=NC(=CC1C)C)[C@@H](CCOC)N1C[C@@H](N([C@@H](C1)C)C(C(C)C)=O)C(=O)NCC1=CC=C(C=C1)C1=NC=CC=N1 (2R,6R)-4-((R)-1-(3-fluoro-4,6-dimethylpyridin-2-yl)-3-methoxypropyl)-1-isobutyryl-6-methyl-N-(4-(pyrimidin-2-yl)benzyl)piperazine-2-carboxamide